(2,2-difluoro-1,3-benzodioxol-5-yl)-acetonitrile FC1(OC2=C(O1)C=CC(=C2)CC#N)F